4-(methyl-sulfonyl)piperazine CS(=O)(=O)N1CCNCC1